7-(((2-((2-(Diethylamino)ethyl)(ethyl)amino)ethoxy)carbonyl)oxy)tridecane-1,13-diylbis(2-(4,4-dimethylpentan-2-yl)-5,7,7-trimethyloctanoate) C(C)N(CCN(CCOC(=O)OC(CCCCCCC(C(=O)[O-])(CCC(CC(C)(C)C)C)C(C)CC(C)(C)C)CCCCCCC(C(=O)[O-])(CCC(CC(C)(C)C)C)C(C)CC(C)(C)C)CC)CC